(cis)-N1-((1S,2R)-2-(3,4-difluorophenyl)cyclopropyl)cyclohexane-1,4-diamine FC=1C=C(C=CC1F)[C@@H]1[C@H](C1)N[C@@H]1CC[C@@H](CC1)N